FC(CN1[C@@H](C=2NC3=CC=CC=C3C2C[C@H]1C)C=1SC(=CC1)O[C@H]1CNCC1)(C)C (1S,3R)-2-(2-fluoro-2-methylpropyl)-3-methyl-1-(5-(((R)-pyrrolidin-3-yl)oxy)thiophen-2-yl)-2,3,4,9-tetrahydro-1H-pyrido[3,4-b]indole